C(#N)C=1C=C(C(=NC1)OC)S(=O)(=O)NC=1C(=C(C(=CC1)F)[C@@H]1CCC=2N(C1)C=NC2C(=O)NC)F (6S)-6-[3-(5-cyano-2-methoxypyridine-3-sulfonamido)-2,6-difluorophenyl]-N-methyl-5H,6H,7H,8H-imidazo[1,5-a]pyridine-1-carboxamide